toluylketene C1(=C(C=CC=C1)C=C=O)C